BrC=1C(N(N=CC1Cl)COCC[Si](C)(C)C)=O 4-Bromo-5-chloro-2-((2-(trimethylsilyl)ethoxy)methyl)pyridazin-3(2H)-one